1-(6-Amino-3,5-difluoropyridin-2-yl)-8-chloro-6-fluoro-7-(3-hydroxyazetidin-1-yl)-4-oxo-1,4-dihydrochinolin NC1=C(C=C(C(=N1)N1C=CC(C2=CC(=C(C(=C12)Cl)N1CC(C1)O)F)=O)F)F